Cl.C1(CC1)N1C(C2=NC=CC=C2C1)=O 6-cyclopropyl-5,6-dihydro-7H-pyrrolo[3,4-b]pyridin-7-one hydrochloride